8-[2-[4-[4-[(2,6-dioxopiperidin-3-yl)amino]-2-fluorophenyl]piperidin-1-yl]acetyl]-8-azaspiro[4.5]decan O=C1NC(CCC1NC1=CC(=C(C=C1)C1CCN(CC1)CC(=O)N1CCC2(CCCC2)CC1)F)=O